2-phospho-D-glycerate C([C@H](C(=O)O)OP(=O)(O)O)O